ClC=1C=CC2=C(C(=NO2)O)C1 5-chloro-benzo[D]isoxazol-3-ol